benzyl (1S,4S,5R)-5-[[4-cyclopropyl-1-(2,6-dichlorophenyl)-1H-pyrazol-5-yl]methoxy]-2-azabicyclo[2.2.1]heptane-2-carboxylate C1(CC1)C=1C=NN(C1CO[C@H]1[C@@H]2CN([C@H](C1)C2)C(=O)OCC2=CC=CC=C2)C2=C(C=CC=C2Cl)Cl